[3-bromo-1-[4-(pentafluoro-λ6-sulfanyl)phenyl]indazol-4-yl]methanol BrC1=NN(C2=CC=CC(=C12)CO)C1=CC=C(C=C1)S(F)(F)(F)(F)F